4-[[4-(5-Hydroxypyridin-3-yl)-2-methoxyphenyl]methyl]piperazin OC=1C=C(C=NC1)C1=CC(=C(C=C1)CN1CCNCC1)OC